C(C)(C)(C)OC(=O)NC(C(COCC1=NC=CC(=C1)N(C(OC(C)(C)C)=O)C1=CC(=NN1C(C)(C)C)[C@@H]1C[C@@H](CC1)OC(=O)OC1=CC=C(C=C1)[N+](=O)[O-])(F)F)C tert-butyl (2-((3-((tert-butoxycarbonyl)amino)-2,2-difluorobutoxy)methyl)pyridin-4-yl)(1-(tert-butyl)-3-((1S,3R)-3-(((4-nitrophenoxy)carbonyl)oxy)cyclopentyl)-1H-pyrazol-5-yl)carbamate